BrCC(=O)C1=C2CCOC(C2=CC=C1)CN(C(OC(C)(C)C)=O)C tert-butyl ((5-(2-bromoacetyl)isochroman-1-yl)methyl)(methyl)carbamate